C(CCCCC)(=O)OCC=C Hexanoic acid, 2-propenyl ester